CN(C)CC=1N(C=CC1)C(=O)OC(C)(C)C tert-butyl 2-((dimethylamino) methyl)-1H-pyrrole-1-carboxylate